β-D-glucuronic acid decyl ester C(CCCCCCCCC)OC([C@@H]1[C@H]([C@@H]([C@H]([C@H](O)O1)O)O)O)=O